N-(2-chloro-3-(5-cyano-3-methoxyquinoxalin-6-ylamino)-4-fluorophenyl)propane-1-sulfonamide ClC1=C(C=CC(=C1NC=1C(=C2N=C(C=NC2=CC1)OC)C#N)F)NS(=O)(=O)CCC